O=C1N(C2=C(OC1)C=C(C=C2)C(=O)N=[N+]=[N-])C2=CC=CC=C2 3-oxo-4-phenyl-3,4-dihydro-2H-benzo[b][1,4]oxazine-7-carbonyl azide